C(C)O[C@H]1CC[C@H](CC1)NC1=NN2C(C=N1)=C(C=C2)C=2C=C1N=CC=NC1=CC2 N-(cis-4-ethoxycyclohexyl)-5-(quinoxalin-6-yl)pyrrolo[2,1-f][1,2,4]triazin-2-amine